(R)-2-[4-(3-chloro-5-pyridyloxy)phenoxy]propionic acid ClC=1C=NC=C(C1)OC1=CC=C(O[C@@H](C(=O)O)C)C=C1